(3aR,5s,6aS)-5-hydroxy-octahydrocyclopenta[c]pyrrole-2-carboxylic acid tert-butyl ester C(C)(C)(C)OC(=O)N1C[C@@H]2[C@H](C1)CC(C2)O